CC1=CC=C(CN2C(NC(N=C2)=O)=O)C=C1 1-(4-methylbenzyl)-1,3,5-triazin-2,4-dione